(S)-N-((S)-(3-chloro-2,4-difluorophenyl)(6-(difluoromethoxy)-5-fluoropyridin-3-yl)methyl)-2-oxoimidazolidine-4-carboxamide ClC=1C(=C(C=CC1F)[C@@H](NC(=O)[C@H]1NC(NC1)=O)C=1C=NC(=C(C1)F)OC(F)F)F